O1C(=NN=C1)CC1=CC=C(CN2C(NC3=C2C=CC=C3)=O)C=C1 (4-((1,3,4-oxadiazol-2-yl)methyl)benzyl)-1,3-dihydro-2H-benzo[D]imidazol-2-one